C(CCCCCCC)S(=O)(=O)N 1-octansulfonamide